NCC(C)(C)OC1=CC(=CC(=N1)N1CC=2C(=NC=CC2C1=O)C1=C(C=CC=C1OC)F)C 2-(6-((1-amino-2-methylprop-2-yl)oxy)-4-methylpyridin-2-yl)-4-(2-fluoro-6-methoxyphenyl)-2,3-dihydro-1H-pyrrolo[3,4-c]pyridin-1-one